CIS-8-(dimethylamino)-8-phenyl-1-(3,3,3-trifluoropropyl)-1,3-diazaspiro[4.5]decan-2-one CN(C1(CCC2(CNC(N2CCC(F)(F)F)=O)CC1)C1=CC=CC=C1)C